COC=1C=C2CCN(CC2=CC1NC1=NC2=CC(=CC=C2C=N1)OC1=CC=C(C=C1)C(=O)N1CCN(CC1)C)C [4-({2-[(6-methoxy-2-methyl-1,2,3,4-tetrahydroisoquinolin-7-yl)amino]quinazolin-7-yl}oxy)phenyl](4-methylpiperazin-1-yl)methanone